NC1=NC=C(C=N1)C(=O)NC1=NC=2C(=C(C=CC2C=2N1CCN2)OCCN2CCN(CC2)C(=O)OC2=CC=C(C=C2)CC(=O)OC(C)(C)C)OC 4-(2-(tert-butoxy)-2-oxoethyl)phenyl 4-(2-((5-(2-aminopyrimidine-5-carboxamido)-7-methoxy-2,3-dihydroimidazo[1,2-c]quinazolin-8-yl)oxy)ethyl)piperazine-1-carboxylate